4-((5-(4-(1H-pyrazol-1-yl)phenyl)-1H-pyrazol-3-yl)amino)-3-methylphenol N1(N=CC=C1)C1=CC=C(C=C1)C1=CC(=NN1)NC1=C(C=C(C=C1)O)C